BrC1=C2C(=C(N=C1Cl)C1=NN(C=C1)C)C=1CN(CCC1N2)C(CO)=O 1-(6-bromo-7-chloro-9-(1-methyl-1H-pyrazol-3-yl)-1,3,4,5-tetrahydro-2H-pyrrolo[3,2-c:4,5-c']dipyridin-2-yl)-2-hydroxyethan-1-one